O=C1N(C(C(=C1SC1=CC=CC=C1)SC1=CC=CC=C1)=O)[C@@H](CNC(OCC1C2=CC=CC=C2C=2C=CC=CC12)=O)C(NCCOCCOCCC(=O)OC(C)(C)C)=O tert-Butyl (S)-6-(2,5-dioxo-3,4-bis(phenylthio)-2,5-dihydro-1H-pyrrol-1-yl)-1-(9H-fluoren-9-yl)-3,7-dioxo-2,11,14-trioxa-4,8-diazaheptadecan-17-oate